3-(4-(bromomethyl)phenyl)-3-(trifluoromethyl)-3H-diazirine BrCC1=CC=C(C=C1)C1(N=N1)C(F)(F)F